[2H]C(C1=NN2C(S1)=NC(=C2)C(F)(F)F)(OC)[2H] 2-[dideuterio(methoxy)methyl]-6-(trifluoromethyl)imidazo[2,1-b][1,3,4]Thiadiazole